(S)-N-(4-(12-(3-aminopyrrolidin-1-yl)-6,7,8,9,10,11-hexahydrocycloocta[b]quinolin-2-yl)pyrimidin-2-yl)cyclopropanecarboxamide hydrochloride Cl.N[C@@H]1CN(CC1)C1=C2C(=NC3=CC=C(C=C13)C1=NC(=NC=C1)NC(=O)C1CC1)CCCCCC2